C(C)OC(COC1=CC=C(C=C1)B(O)O)=O [4-(2-ethoxy-2-oxo-ethoxy)phenyl]boronic acid